ClC=1N=C(C2=C(N1)C(=C(N=C2)Cl)F)N2CC(N(CC2)C(=O)OC(C)(C)C)CO tert-butyl 4-(2,7-dichloro-8-fluoropyrido[4,3-d]pyrimidin-4-yl)-2-(hydroxymethyl)piperazin-1-carboxylate